2-METHYLPROPANOIC ACID CC(C(=O)O)C